5-chloro-N-(2,4-dimethoxybenzyl)-2-fluoro-4-((1-phenylcyclopropyl)amino)-N-(thiazol-2-yl)benzenesulfonamide ClC=1C(=CC(=C(C1)S(=O)(=O)N(C=1SC=CN1)CC1=C(C=C(C=C1)OC)OC)F)NC1(CC1)C1=CC=CC=C1